C1=C(C=CC=2C3=CC=CC=C3NC12)CC(=O)NCC1=CC=C(C=C1)CO 2-(9H-carbazol-2-yl)-N-(4-(hydroxymethyl)benzyl)acetamide